COC(=O)[C@H]1N([C@@H](CC1)CCOCC(=O)OC)C1=NC2=C(C(=CC=C2C(=C1)N1C=NC=C1)Cl)Cl (2s,5s)-1-(7,8-dichloro-4-(1H-imidazol-1-yl)quinolin-2-yl)-5-(2-(2-methoxy-2-oxoethoxy)ethyl)pyrrolidine-2-carboxylic acid methyl ester